FC1(CC(C1)N1N=CC(=C1)I)F 1-(3,3-difluorocyclobutyl)-4-iodo-1H-pyrazole